3-(5-chloro-6-methyl-1-oxoisoindolin-2-yl)piperidine-2,6-dione ClC=1C=C2CN(C(C2=CC1C)=O)C1C(NC(CC1)=O)=O